CNC(=CC(C)=O)C 4-(methylamino)-3-penten-2-one